N-[4-chloro-3-[(2-methyl-3-oxocyclopenten-1-yl)amino]phenyl]-1-phenylmethanesulfonamide ClC1=C(C=C(C=C1)NS(=O)(=O)CC1=CC=CC=C1)NC1=C(C(CC1)=O)C